C1(=CC=CC=C1)[Sn]=O monophenyl-tin oxide